FC1(C[C@]12C[C@H](N(CC2)CC2=C1C=CNC1=C(C=C2OC)C)C2=CC=C(C(=O)O)C=C2)F 4-((3S,5S)-1,1-difluoro-6-((5-methoxy-7-methyl-1H-indol-4-yl)methyl)-6-azaspiro[2.5]octane-5-yl)benzoic acid